C(C)(C)OC1=C(C#N)C=CC(=C1)O[C@H](COCCCCCCCCCCCCCCCCCC)COC(C1=CC=CC=C1)(C1=CC=CC=C1)C1=CC=CC=C1 (R)-2-isopropoxy-4-((1-(octadecyloxy)-3-(trityloxy)propan-2-yl)oxy)benzonitrile